FC=1C(=CC=2C3=C(NC(C2C1)=O)COC[C@H]3N(C(=O)C3=CC1=C(N3)SC=C1)C)F (S)-N-(8,9-difluoro-6-oxo-1,4,5,6-tetrahydro-2H-pyrano[3,4-c]isoquinolin-1-yl)-N-methyl-6H-thieno[2,3-b]pyrrole-5-carboxamide